chloropropyl glutamate N[C@@H](CCC(=O)[O-])C(=O)OCCCCl